N-{4-[2-(2-chlorophenyl)acetamido]pyridin-2-yl}-N-[2-(difluoromethyl)phenyl]acetamide ClC1=C(C=CC=C1)CC(=O)NC1=CC(=NC=C1)N(C(C)=O)C1=C(C=CC=C1)C(F)F